FC([C@@H](C1=CC=C(C=C1)F)N1N=CC(=C1)C1=CC=CC(=N1)C1=CC=2N(C=C1OC)N=C(N2)N2C(=CC=C2C)C)(C)F (R)-7-(6-(1-(2,2-difluoro-1-(4-fluorophenyl)propyl)-1H-pyrazol-4-yl)pyridin-2-yl)-2-(2,5-dimethyl-1H-pyrrol-1-yl)-6-methoxy-[1,2,4]triazolo[1,5-a]pyridine